ClC1=C(N(C(C2=C(C=CC=C12)NS(=O)(=O)C)=O)C1=CC=CC=C1)[C@H](C)NC=1C2=C(N=CN1)NC=CC2=O (S)-N-(4-chloro-1-oxo-3-(1-((5-oxo-5,8-dihydropyrido[2,3-d]pyrimidin-4-yl)amino)ethyl)-2-phenyl-1,2-dihydroisoquinolin-8-yl)methanesulfonamide